ethyl 5-acetylamino-2,4,6-triiodoisophthalate C(C)(=O)NC=1C(=C(C(=C(C(=O)OCC)C1I)I)C(=O)[O-])I